ClC1=C(C(=CC=C1)Cl)C1=NOC(=C1CO[C@H]1[C@@H]2CN([C@H](C1)C2)C=2SC1=C(N2)C(=CC(=C1)C(=O)O)OC(F)(F)F)C1(CC1)F 2-[(1S,4S,5R)-5-{[3-(2,6-dichlorophenyl)-5-(1-fluorocyclopropyl)-1,2-oxazol-4-yl]methoxy}-2-azabicyclo[2.2.1]heptan-2-yl]-4-(trifluoromethoxy)-1,3-benzothiazole-6-carboxylic acid